CC=1C(=C(C=C(C1)C)CC1=C(C(=CC(=C1O)CC1=C(C(=CC(=C1)C)C)O)CC1=C(C(=CC(=C1)C)C)O)O)O 2,4,6-tris[(3,5-dimethyl-2-hydroxyphenyl)methyl]-1,3-benzenediol